(3-(ethylsulfanyl)pyridin-2-yl)methylamine C(C)SC=1C(=NC=CC1)CN